C(CCCCCN)CCCCC(=O)O omega-aminoundecanoic acid